2-methoxy-5-methylphenol COC1=C(C=C(C=C1)C)O